methyl 5-(3-((4-(((2-chlorophenyl)sulfonyl)methyl)phenyl)carbamoyl)phenyl)-2-methylnicotinate ClC1=C(C=CC=C1)S(=O)(=O)CC1=CC=C(C=C1)NC(=O)C=1C=C(C=CC1)C=1C=NC(=C(C(=O)OC)C1)C